4-(2-oxoethylidene)-1,2,3,4-tetrahydropyridine-2,6-dicarboxylic acid O=CC=C1CC(NC(=C1)C(=O)O)C(=O)O